F\C(=C/CN)\CN1C=NC2=C1C=C(C=C2C=2C=NC=NC2)C(F)(F)F (Z)-3-fluoro-4-(4-(pyrimidin-5-yl)-6-(trifluoromethyl)-1H-benzo[d]imidazol-1-yl)but-2-ene-1-amine